4-chlorobenzoyl alcohol ClC1=CC=C(C(=O)O)C=C1